C(=O)N[C@H](C(=O)O[C@H](C[C@@H]1OC([C@H]1CCCCCC)=O)CCCCCCCCCCC)CC(C)C (2S)-1-[(2S,3S)-3-hexyl-4-oxooxetan-2-yl]tridecan-2-yl (2S)-2-formamido-4-methylpentanoate